C(C)(C)(C)OC(=O)NCCOC=1C=NC(=NC1)C(=O)OC methyl 5-(2-((tert-butoxycarbonyl)amino)ethoxy)pyrimidine-2-carboxylate